NC=1C(=NC(=CC1OCC(=O)OC)Br)Br Methyl 2-((3-amino-2,6-dibromopyridin-4-yl)oxy)acetate